3-(4-(3-(3-hydroxypropoxy)propyl)-3-methyl-2-oxo-2,3-dihydro-1H-benzo[d]imidazol-1-yl)piperidine-2,6-dione OCCCOCCCC1=CC=CC=2N(C(N(C21)C)=O)C2C(NC(CC2)=O)=O